C(C1=CC=CC=C1)OC1=CC=C(C(=C1N1CC2(C1)CCN(CC2)C(=O)OC(C)(C)C)Cl)Cl tert-butyl 2-(6-(benzyloxy)-2,3-dichlorophenyl)-2,7-diazaspiro[3.5]nonane-7-carboxylate